(S)-N-(6-((R)-2-(2,5-difluorophenyl)pyrrolidin-1-yl)imidazo[1,2-b]pyridazin-3-yl)-3-hydroxypyrrolidine-1-carboxamide FC1=C(C=C(C=C1)F)[C@@H]1N(CCC1)C=1C=CC=2N(N1)C(=CN2)NC(=O)N2C[C@H](CC2)O